(Z)-N-(5-((6-(3-(5-(tert-butyl)isoxazol-3-yl)ureido)-2-oxindol-3-ylidene)methyl)-2,4-dimethyl-1H-pyrrol-3-yl)-2-(cyclopentylamino)acetamide C(C)(C)(C)C1=CC(=NO1)NC(NC1=CC=C2/C(/C(NC2=C1)=O)=C/C1=C(C(=C(N1)C)NC(CNC1CCCC1)=O)C)=O